3-(6-bromo-4-isoquinolinyl)-6-(2-chloro-4-fluoro-5-methoxy-phenyl)-1H-thieno[3,2-d]pyrimidine-2,4-dione, hydrochloride Cl.BrC=1C=C2C(=CN=CC2=CC1)N1C(NC2=C(C1=O)SC(=C2)C2=C(C=C(C(=C2)OC)F)Cl)=O